FC=1C(=NC(=NC1)NC1=NC=C(C=C1)N1CCOCC1)C1=C(C=C(C=C1)F)OC 5-fluoro-4-(4-fluoro-2-methoxyphenyl)-N-(5-morpholinopyridin-2-yl)pyrimidine-2-amine